NC1=C(N=CS1)C(=O)OC methyl 5-amino-1,3-thiazole-4-carboxylate